(1-((4-fluorophenyl)sulfonyl)-1,2,3,4-tetrahydroquinolin-6-yl)-2,3-dihydrobenzo[b][1,4]dioxin-6-sulfonamide FC1=CC=C(C=C1)S(=O)(=O)N1CCCC2=CC(=CC=C12)C1COC2=C(O1)C=CC(=C2)S(=O)(=O)N